C(C)(C)(C)OC(=O)N1CC(C1)(NC(=O)C=1N(C=C(N1)[N+](=O)[O-])CC)C 3-methyl-3-(1-ethyl-4-nitro-1H-imidazole-2-carboxamido)azetidine-1-carboxylic acid tert-butyl ester